ClC1=C(C=C(C(=C1)C(CO)(C)C)O)CC(=O)NC1=CC(=NC=C1)C(=O)NC1(CC1)C(F)F 4-[[2-[2-Chloro-5-hydroxy-4-(2-hydroxy-1,1-dimethyl-ethyl)phenyl]acetyl]amino]-N-[1-(difluoromethyl)cyclopropyl]pyridine-2-carboxamide